BrC1=CC=CC=2OC(OC21)C=2C=C1C=CC=NC1=CC2F 6-(4-bromo-2H-1,3-benzodioxol-2-yl)-7-fluoroquinoline